Benzyl (3S,5R)-4-(2-((5-((3-amino-3-oxopropyl) (methoxycarbonyl) amino) pyridin-2-yl) oxy) ethyl)-3,5-dimethylpiperazine-1-carboxylate NC(CCN(C=1C=CC(=NC1)OCCN1[C@H](CN(C[C@H]1C)C(=O)OCC1=CC=CC=C1)C)C(=O)OC)=O